O=C1N(CC=2N(C1)C(=CN2)C2=CC=C(C(=O)OC(C)(C)C)C=C2)C2CCOCC2 tert-butyl 4-(6-oxo-7-(tetrahydro-2H-pyran-4-yl)-5,6,7,8-tetrahydroimidazo[1,2-a]pyrazin-3-yl)benzoate